penta(dimethylamino)disilane CN(C)[SiH]([Si](N(C)C)(N(C)C)N(C)C)N(C)C